tert-Butyl 7-(4-(6-chloro-3-((1-(4-chlorobenzoyl)-4-hydroxypiperidin-4-yl)methyl)-4-oxo-3,4-dihydro-7H-pyrrolo[2,3-d]pyrimidin-7-yl)phenyl)-5-oxa-8-azaspiro[3.5]nonane-8-carboxylate ClC1=CC2=C(N=CN(C2=O)CC2(CCN(CC2)C(C2=CC=C(C=C2)Cl)=O)O)N1C1=CC=C(C=C1)C1COC2(CCC2)CN1C(=O)OC(C)(C)C